BrC=1C=C(C2=CN(N=C2C1)CC(F)(F)F)C(=O)OC methyl 6-bromo-2-(2,2,2-trifluoroethyl)-2H-indazole-4-carboxylate